N-(5-(3-cyano-5-fluorobenzyl)pyridin-2-yl)-1-ethyl-6-oxo-1,6-dihydropyridazine-3-carboxamide C(#N)C=1C=C(CC=2C=CC(=NC2)NC(=O)C2=NN(C(C=C2)=O)CC)C=C(C1)F